C(CCCCCCCCCCCCCCCCC)(=O)C(=C)C(CCCCCCCCCCC)=O trans-stearoyllauroylethylene